(e)-N-(sec-butyl)-3-(4-isobutyl-2-methylphenyl)propan-1-imine oxide C(C)(CC)\[N+](=C/CCC1=C(C=C(C=C1)CC(C)C)C)\[O-]